3-(6-(((1S,2S,3R,5R)-2-fluoro-8-azabicyclo[3.2.1]octan-3-yl)(methyl)amino)pyridazin-3-yl)-4-hydroxybenzonitrile F[C@H]1[C@@H]2CC[C@H](C[C@H]1N(C1=CC=C(N=N1)C=1C=C(C#N)C=CC1O)C)N2